C1(CC1)C([C@@H](C(=O)NC1=C(C=C(C=C1)[C@@H](C(NC(C(F)(F)F)C1=NC=CC=C1)=O)C)F)NC(=O)C1=CC=NN1C(C)C)C1CC1 N-((2S)-1,1-dicyclopropyl-3-((2-fluoro-4-((2S)-1-oxo-1-((2,2,2-trifluoro-1-(pyridin-2-yl)ethyl)amino)propan-2-yl)phenyl)amino)-3-oxopropan-2-yl)-1-isopropyl-1H-pyrazole-5-carboxamide